ClCCOCCOCCN 2-(2-(2-chloroethoxy)ethoxy)ethane-1-amine